C(C=C)(=O)N1CC(CC1)N1N=C(C(=C1)C(=O)N)C1=CC=C(C=C1)OC1=CC=CC=C1 1-(1-acryloylpyrrolidine-3-yl)-3-(4-phenoxyphenyl)-1H-pyrazole-4-carboxamide